tertbutyl ((7-bromo-2-(2,6-dioxopiperidin-3-yl)-3-oxoisoindolin-5-yl)methyl)carbamate BrC=1C=C(C=C2C(N(CC12)C1C(NC(CC1)=O)=O)=O)CNC(OC(C)(C)C)=O